C(=CC)N1CCC(CC1)N1[C@@H](C(N(C=2C=NC(=NC12)NC1=C(C=C(C(=O)NCC)C=C1)OC)C)=O)CC (R)-4-((8-(1-propenylpiperidin-4-yl)-7-ethyl-5-methyl-6-oxo-5,6,7,8-tetrahydropteridin-2-yl)amino)-N-ethyl-3-methoxybenzamide